COC=1C=C(C=CC1C)NC(=O)C1CCC(CC1)N1C(NC2=C(C=CC(=C2C1)C)OCC1(COC1)C)=O (1s,4s)-N-(3-Methoxy-4-methylphenyl)-4-(5-methyl-8-((3-methyloxetan-3-yl)methoxy)-2-oxo-1,2-dihydroquinazolin-3(4H)-yl)cyclohexanecarboxamide